COC1=CC=C(CN(S(=O)(=O)C2CC2)C2=NC=CC=N2)C=C1 2-(N-(4-methoxybenzyl)cyclopropane-sulfonamido)pyrimidin